BrC=1C(=C(OC2CCC(CC2)/C(=C/C(=O)OCC)/C)C=CC1)C ethyl (E)-3-((1r,4r)-4-(3-bromo-2-methylphenoxy)cyclohexyl)but-2-enoate